ClC1=C(C(=NC(=N1)C)N1CCS(CC1)(=O)=O)OC 4-(6-chloro-5-methoxy-2-methylpyrimidin-4-yl)-1λ6-thiomorpholine-1,1-dione